FC1(CN(C[C@@H]1OC1=CC2=C(C=N1)C(=NN2CC(F)(F)F)C)C2=CC(=NC(=N2)C)C=2C(NC(NC2)=O)=O)F (S)-6-(3,3-difluoro-4-((3-methyl-1-(2,2,2-trifluoroethyl)-1H-pyrazolo[4,3-c]pyridin-6-yl)oxy)pyrrolidin-1-yl)-2-methyl-[4,5'-bipyrimidine]-2',4'(1'H,3'H)-dione